(4S)-7-bromo-8-chloro-6-(2,6-difluorophenyl)-4-methyl-2,4-dihydro-[1,2,4]Triazolo[4,3-a][1,4]Benzodiazepine BrC1=C(C=CC2=C1C(=N[C@H](C=1N2CNN1)C)C1=C(C=CC=C1F)F)Cl